COC=1C=C(C=CC1OC)CCN 2-(3,4-dimethoxyphenyl)ethylamine